Bis(4-tert-butylphenyl)iodonium nonaflate butanesulfonate C(CCC)S(=O)(=O)[O-].S(=O)(=O)([O-])C(F)(F)C(F)(F)C(F)(F)C(F)(F)F.C(C)(C)(C)C1=CC=C(C=C1)[I+]C1=CC=C(C=C1)C(C)(C)C.C(C)(C)(C)C1=CC=C(C=C1)[I+]C1=CC=C(C=C1)C(C)(C)C